C1(=C(C=CC=C1)C#CC1=NNC2=CC=C(C=C12)C(=O)N1C[C@@H](CC1)NC(=O)C1=CC2=C(OCCO2)C=C1)C1=CC=CC=C1 (R)-N-(1-(3-([1,1'-biphenyl]-2-ylethynyl)-1H-indazole-5-carbonyl)pyrrolidin-3-yl)-2,3-dihydrobenzo[b][1,4]dioxine-6-carboxamide